CC(CCO)C(C)O 3-methyl-1,4-pentanediol